lithium-boron-tin [Sn].[B].[Li]